(S)-chloromethyl 2-((tert-butoxycarbonyl)amino)propanoate C(C)(C)(C)OC(=O)N[C@H](C(=O)OCCl)C